2-methyl-4-(1-(5-(trifluoromethyl)pyridin-2-yl)-1H-pyrazol-3-yl)aniline CC1=C(N)C=CC(=C1)C1=NN(C=C1)C1=NC=C(C=C1)C(F)(F)F